[K].O=C1NC2=CC=C(C=C2C1)NS(=O)(=O)NC(NC1=C2CCCC2=CC=2CCCC12)=O 3-(N-(2-Oxoindolin-5-yl)sulfamoyl)-1-(1,2,3,5,6,7-hexahydro-s-indacen-4-yl)urea, potassium salt